N-methyl-N-phenyl-3,8-diazabicyclo[3.2.1]Octane-8-carboxamide CN(C(=O)N1C2CNCC1CC2)C2=CC=CC=C2